BrC=1C=C2C(=NC1)N(C(N2)=O)C 6-bromo-3-methyl-1H-imidazo[4,5-b]pyridin-2(3H)-one